1-(4-(hexyloxy)phenyl)-3-(piperidin-1-yl)propan-1-one C(CCCCC)OC1=CC=C(C=C1)C(CCN1CCCCC1)=O